BrC1=CC=C(C=C1)C1=NC(=CC=C1)OC (4-bromophenyl)-6-methoxypyridine